3-(5-bromo-2-(isobutyryloxy)-3-(nicotinoyl-oxy)benzylideneamino)-benzoic acid BrC=1C=C(C(=C(C=NC=2C=C(C(=O)O)C=CC2)C1)OC(C(C)C)=O)OC(C1=CN=CC=C1)=O